N(=[N+]=[N-])CCCCCCCCCNC(OC(C)(C)C)=O tert-butyl N-(9-azidononyl)carbamate